N-([1,1':3',1''-terphenyl]-5'-yl)-9,9-dimethyl-9H-fluorene-2-amine C1(=CC=CC=C1)C1=CC(=CC(=C1)NC1=CC=2C(C3=CC=CC=C3C2C=C1)(C)C)C1=CC=CC=C1